1,3,5-trinitro-2,6-dimethoxynaphthalene [N+](=O)([O-])C1=C(C(=CC2=C(C(=CC=C12)OC)[N+](=O)[O-])[N+](=O)[O-])OC